5-Fluoro-2-(((tetrahydro-2H-pyran-4-yl)thio)methyl)-7-((1-(3,3,3-trifluoropropyl)piperidin-4-yl)methoxy)quinazolin-4(3H)-one FC1=C2C(NC(=NC2=CC(=C1)OCC1CCN(CC1)CCC(F)(F)F)CSC1CCOCC1)=O